tert-Butyl 3-[2-(4-benzyl-1,4-diazepan-1-yl)-2-oxoethyl]morpholine-4-carboxylate C(C1=CC=CC=C1)N1CCN(CCC1)C(CC1N(CCOC1)C(=O)OC(C)(C)C)=O